CC1OC(O1)O 2-methyl-4-hydroxy-1,3-dioxetane